ClC=1N=C(SC1C(=O)O)C=1C=NC(=CC1)C 4-chloro-2-(6-methyl-3-pyridinyl)thiazole-5-carboxylic acid